N1(N=CC=C1)C1=CC=C(CN2C3=NC(=NC=C3NC2=O)C2=C(C=CC(=C2)C(F)(F)F)C2CC2)C=C1 9-(4-(1H-pyrazol-1-yl)benzyl)-2-(2-cyclopropyl-5-(trifluoromethyl)phenyl)-7,9-dihydro-8H-purin-8-one